N-(3-Chlorophenyl)-1-(methylsulfonyl)-N-(3-{4-[4-(methylsulfonyl)benzyl]-1-piperidinyl}propyl)-4-piperidinecarboxamide ClC=1C=C(C=CC1)N(C(=O)C1CCN(CC1)S(=O)(=O)C)CCCN1CCC(CC1)CC1=CC=C(C=C1)S(=O)(=O)C